C(#N)C1=CC=C(S1)CNC([C@H](C)NC(=O)[C@@H]1N(CC[C@@H](C1)C1=CC=CC=C1)C(=O)OC(C)(C)C)=O tert-butyl (2R,4S)-2-(((S)-1-(((5-cyanothiophen-2-yl)methyl)amino)-1-oxopropan-2-yl)carbamoyl)-4-phenylpiperidine-1-carboxylate